C[C@H](COC(F)(F)F)NC(C1=CN=CC(=C1N1CC2(CCCN2)CC1)C1=CC(=CC(=C1)F)F)=O N-[(R)-1-methyl-2-trifluoromethoxyethyl]-4-(1,7-diaza-7-spiro[4.4]nonyl)-5-(3,5-difluorophenyl)nicotinamide